2-methyl-N-((1-methyl-1H-pyrazolo[3,4-c]pyridazin-5-yl)methylene)propane-2-sulfinamide CC(C)(C)S(=O)N=CC=1C=C2C(=NN1)N(N=C2)C